(2R)-2-(6-{5-Chloro-2-[(1-methyl-1H-1,2,4-triazol-3-yl)amino]pyrimidin-4-yl}-1-oxo-2,3-dihydro-1H-isoindol-2-yl)-N-[(1S)-1-(3-fluoro-5-methoxyphenyl)-2-hydroxyethyl]propanamid ClC=1C(=NC(=NC1)NC1=NN(C=N1)C)C1=CC=C2CN(C(C2=C1)=O)[C@@H](C(=O)N[C@H](CO)C1=CC(=CC(=C1)OC)F)C